CN1[C@@H](C[C@@H](CC1)NC(=O)C1=CC(=CC=2N(C=NC21)CC(F)(F)F)C#CCNC=2C(OC)=CC(=C(C2)S(=O)(=O)C)F)C N-[(2R,4R)-1-methyl-2-methyl-4-piperidyl]-6-[3-(5-fluoro-4-mesyl-2-anisidino)-1-propynyl]-1-(2,2,2-trifluoroethyl)-1H-1,3-benzimidazole-4-carboxamide